5-Chloro-1-methyl-3-(1-methyl-1H-imidazol-2-yl)-1H-pyrazole-4-carbaldehyde ClC1=C(C(=NN1C)C=1N(C=CN1)C)C=O